N1-((2,3-Dimethyl-1-(phenylsulfonyl)-1H-indol-5-yl)methyl)-N2,N2-diethylethane-1,2-diamine CC=1N(C2=CC=C(C=C2C1C)CNCCN(CC)CC)S(=O)(=O)C1=CC=CC=C1